CNC(=O)C1=CNC2=C1N=CN=C2N2CCC(CC2)CP(OCC)(OCC)=O diethyl [1-[7-(methylcarbamoyl)-5H-pyrrolo[3,2-d]pyrimidin-4-yl]-piperidin-4-yl]methylphosphonate